tertiary butyl-sulfenamide C(C)(C)(C)SN